ClC=1C=C(C=CC1)[C@H]1C[C@](C(N([C@@H]1C1=CC=C(C=C1)Cl)[C@H](CNS(=O)(=O)CC=1C=NC=CC1)C1CC1)=O)(C)CC(=O)O 2-((3R,5R,6S)-5-(3-chlorophenyl)-6-(4-chlorophenyl)-1-((S)-1-cyclopropyl-2-(pyridin-3-ylmethylsulfonamido)ethyl)-3-methyl-2-oxopiperidin-3-yl)acetic Acid